N=1N(N=C2C1C=CC=C2)C=2C=C(C=C(C2O)C(C)(C)C)CCC(=O)O lg-3-[3-(2H-Benzotriazol-2-yl)-5-tert-butyl-4-hydroxyphenyl]propionic acid